6-amino-N-(5-chloro-6-(2-chloro-4-fluorophenyl)pyridin-2-yl)pyridine-2-sulfonamide NC1=CC=CC(=N1)S(=O)(=O)NC1=NC(=C(C=C1)Cl)C1=C(C=C(C=C1)F)Cl